OC[C@H](NC(=O)C1=C2N(N=C1C(F)(F)F)CCN2CC2=CC(=CC=C2)C(F)(F)F)C2=CC=C(C(=O)OC)C=C2 methyl (R)-4-(2-hydroxy-1-(6-(trifluoromethyl)-1-(3-(trifluoromethyl)benzyl)-2,3-dihydro-1H-imidazo[1,2-b]pyrazole-7-carboxamido)ethyl)benzoate